bornyl-(3-ethyl-3-oxetylmethyl) ether C12(C(CC(CC1)C2(C)C)OCC2(COC2)CC)C